trifluorobenzeneacetonitrile FC1=C(C(=C(C=C1)CC#N)F)F